(E)-4-(dimethylamino)-1-(10-((4-(4-chlorophenoxy)phenyl)amino)-2,3-dihydro-4H-[1,4]oxazino[2,3-f]quinazolin-4-yl)but-2-en-1-one CN(C/C=C/C(=O)N1CCOC2=C3C(=NC=NC3=CC=C21)NC2=CC=C(C=C2)OC2=CC=C(C=C2)Cl)C